1-(tert-butyl) 2-methyl (2S,4R)-4-(isopropylthio)pyrrolidine-1,2-dicarboxylate C(C)(C)S[C@@H]1C[C@H](N(C1)C(=O)OC(C)(C)C)C(=O)OC